CCCCCCCCCCCCCCCCCCCCCCCCCC(=O)N[C@@H](CO[C@H]1[C@@H]([C@H]([C@@H]([C@H](O1)CO)O)O)O)[C@@H]([C@@H](CCCCCCCCCCC(C)C)O)O The molecule is an N-acyl-1-O-beta-D-glucosyl-4-hydroxy-15-methylhexadecasphinganine in which the acyl group has 26 carbons and 0 double bonds. It derives from a 15-methylhexadecaphytosphingosine.